CC1=C(C=C2C(=N1)COC2)Br methyl-3-bromo-5,7-dihydrofuro[3,4-b]pyridine